BrC1=CC=C2C=NC(=NC2=C1)C(=O)OCC Ethyl 7-bromoquinazoline-2-carboxylate